C[Si](CCOCN1N=CN=C1)(C)C trimethyl-[2-(1,2,4-triazol-1-ylmethoxy)ethyl]silane